COC(=O)C=1N=CN(C1C(OCC)OCC)[C@@H]1O[C@@H]([C@H](C1)OC(C1=CC=C(C=C1)Cl)=O)COC(C1=CC=C(C=C1)Cl)=O.NC1=CC=C(C=C1)C(COCCC)C1=CC=C(C=C1)N 2,2-bis(4-aminophenyl)ethoxypropane methyl-1-((2R,4S,5R)-4-((4-chlorobenzoyl)oxy)-5-(((4-chlorobenzoyl)oxy)methyl)tetrahydrofuran-2-yl)-5-(diethoxymethyl)-1H-imidazole-4-carboxylate